[Co].COC1=C2C=CC(C(=C3C=CC(=C(C=4C=CC(=C(C5=CC=C1N5)OC)N4)OC)N3)OC)=N2 Tetramethoxyporphyrin Cobalt